N1(CCC1)C1=C2C(=NC=C1)N(C(=C2)C)C=2C=C1CCNC1=C(C2)C 5-(4-(Azetidin-1-yl)-2-methyl-1H-pyrrolo[2,3-b]pyridin-1-yl)-7-methylindolin